C(C)N(C1=CC(=C(C(=O)C2=C(C(=O)O)C=CC=C2)C=C1)O)CC (4-(diethylamino)-2-hydroxybenzoyl)benzoic acid